ClC1=C(C(=CC=C1)Cl)C1=NN(C(C1)C1=CC=CC=C1)C1=CC=CC=C1 3-(2,6-dichlorophenyl)-1,5-diphenyl-4,5-dihydro-1H-pyrazole